C(#N)C=1C=NN2C1C(=CC(=C2)C=2N=NN(C2C)C2CN(C2)C2CCN(CC2)C#N)O[C@H](C)C2=NC=CC=C2 4-[3-(4-[3-Cyano-4-[(1R)-1-(pyridin-2-yl)ethoxy]pyrazolo[1,5-a]pyridin-6-yl]-5-methyl-1,2,3-triazol-1-yl)azetidin-1-yl]piperidine-1-carbonitrile